Cl.C(CCC)C1=NC2(C(N1)=O)CCCC2 2-butyl-1,3-diazaspiro[4.4]non-1-en-4-one hydrochloride